COC([C@H](NC(=O)OC(C)(C)C)CSC1=CC(=C2C=C(C=CC(=C12)C)C(C)C)C)=O N-(tert-butyloxycarbonyl)-S-(5-isopropyl-3,8-dimethyl-azulen-1-yl)-D-cysteine methyl ester